tert-butyl N-(2-amino-3-iodo-6,8-dihydro-5H-pyrano[3,4-b]pyridin-5-yl)-N-methyl-carbamate NC1=C(C=C2C(=N1)COCC2N(C(OC(C)(C)C)=O)C)I